(S)-5-(1-hydroxy-4-(trifluoromethyl)cyclohexane-1-carbonyl)-N-((S)-3-oxo-1-((S)-2-oxopyrrolidin-3-yl)-4-(trifluoromethoxy)butan-2-yl)-5-azaspiro[2.4]heptane-6-carboxamide OC1(CCC(CC1)C(F)(F)F)C(=O)N1CC2(CC2)C[C@H]1C(=O)N[C@@H](C[C@H]1C(NCC1)=O)C(COC(F)(F)F)=O